amino-1-(trifluoromethyl)cyclohexane-1,3-diol NC1C(CCCC1O)(O)C(F)(F)F